ClC1=CC=C(C=C1)S(=O)(=O)N([C@H](C)C1=C(C=C(C=C1)F)CCCC(=O)O)C1=C(C=CC(=C1)F)F (1R)-1-[[(4-chlorophenyl)sulfonyl](2,5-difluorophenyl)amino]Ethyl-5-fluorobenzenebutyric acid